(6R,7aR)-6-(2,3-dichloro-6-hydroxyphenyl)-hexahydropyrrolizin-3-one ClC1=C(C(=CC=C1Cl)O)[C@@H]1CN2C(CC[C@@H]2C1)=O